IC1=CC=C(C=C1)C(C)(C)C=1N=C(SC1)NC(=O)NCC=1C=NC(=NC1)N1CCNCC1 1-(4-(2-(4-iodophenyl)-propan-2-yl)thiazol-2-yl)-3-((2-(piperazin-1-yl)pyrimidin-5-yl)methyl)urea